4-Chloro-6-((3-fluorophenyl)amino)-N-(2-methyl-2,3-dihydro-1H-inden-2-yl)picolinamide ClC1=CC(=NC(=C1)NC1=CC(=CC=C1)F)C(=O)NC1(CC2=CC=CC=C2C1)C